OC=1C=C(C=CC1)N1N=C(C2=C1N(CCC2)CC21CC(C2)(C1)C(=O)OC)C(F)(F)F methyl 3-[[1-(3-hydroxyphenyl)-3-(trifluoromethyl)-5,6-dihydro-4H-pyrazolo[3,4-b]pyridine-7-yl]methyl]bicyclo[1.1.1]pentane-1-carboxylate